C(CCCCCCC\C=C/CCCCCCCC)(=O)O.C(CCCCCCC\C=C/CCCCCCCC)(=O)O.C(CCCCCCC\C=C/CCCCCCCC)(=O)O.OCC(O)CO.OCC(O)CO diglycerol trioleate